tert-butyl (2-((5-cyclopropyl-6-(2-(ethoxymethoxy)-4-(trifluoromethyl)phenyl)-1,2,4-triazin-3-yl)amino)-2-oxoethyl)(methyl)carbamate C1(CC1)C=1N=C(N=NC1C1=C(C=C(C=C1)C(F)(F)F)OCOCC)NC(CN(C(OC(C)(C)C)=O)C)=O